methyl 4-amino-7-(1-methylcyclopropyl)-7H-pyrrolo[2,3-d]pyrimidine-5-carboxylate NC=1C2=C(N=CN1)N(C=C2C(=O)OC)C2(CC2)C